COC1=CC=C(C=C1)CN1S(N[C@H](C1)C)(=O)=O (4S)-2-[(4-methoxyphenyl)methyl]-4-methyl-1,2,5-thiadiazolidine 1,1-dioxide